bis[dibromopropyloxy-dibromophenyl]propane BrC(CCOC1=C(C(=C(C=C1)C(C)(C)C1=C(C(=C(C=C1)OCCC(Br)Br)Br)Br)Br)Br)Br